O=C1NC(CCC1C=1C=C(CN2CCN(CC2)C2=CC=C(C=C2)NC2=NC=C(C(=N2)NCC=2C(=NC=CN2)N(S(=O)(=O)C)C)C(F)(F)F)C=CC1)=O N-(3-(((2-((4-(4-(3-(2,6-dioxopiperidin-3-yl)benzyl)piperazin-1-yl)phenyl)amino)-5-(trifluoromethyl)pyrimidin-4-yl)amino)methyl)pyrazin-2-yl)-N-methylmethanesulfonamide